dimethylbenzofuropyridine CC=1C(=NC2=C(C1)OC1=C2C=CC=C1)C